C1(CC1)S(=O)(=O)N1CCC(CC1)(O)CC(=O)N(C)CC 2-(1-(cyclopropylsulfonyl)-4-hydroxypiperidin-4-yl)-N-ethyl-N-methylacetamide